CC1=C(C=NC(=C1)OC1=CC=C(C=C1)C1=CN=CS1)N 4-methyl-6-(4-(thiazol-5-yl)phenoxy)pyridin-3-amine